di-tert.Butylphosphine C(C)(C)(C)PC(C)(C)C